N1(CCCCCC1)C(CCCCCCCCCCCCCC=C)=O 1-(azepan-1-yl)hexadec-15-en-1-one